3-methyl-5-(4-piperidyl)isoxazole CC1=NOC(=C1)C1CCNCC1